2-chloro-5-[1-(trifluoromethyl)vinyl]pyrazine ethyl-5-fluoro-2-(prop-1-yn-1-yl)isonicotinate C(C)OC(C1=CC(=NC=C1F)C#CC)=O.ClC1=NC=C(N=C1)C(=C)C(F)(F)F